2-Methyl-5-oxo-N-(4-((4-(4-(trifluoromethyl)piperidin-1-yl)phenyl)amino)benzyl)pyrrolidine-3-carboxamide CC1NC(CC1C(=O)NCC1=CC=C(C=C1)NC1=CC=C(C=C1)N1CCC(CC1)C(F)(F)F)=O